N[C@H]1C[C@H](CCC1)O (1S,3R)-3-amino-cyclohexanol